6-(2-((3-(3-chloro-5-ethylpyridin-4-yl)-5-cyclopropylisoxazol-4-yl)methylene)-7-azaspiro[3.5]non-7-yl)-4-(trifluoromethyl)quinoline-2-carboxylic acid ethyl ester C(C)OC(=O)C1=NC2=CC=C(C=C2C(=C1)C(F)(F)F)N1CCC2(CC(C2)=CC=2C(=NOC2C2CC2)C2=C(C=NC=C2CC)Cl)CC1